6-(difluoromethyl)-3-(6-(3,6-dihydro-2H-pyran-4-yl)pyrimidin-4-yl)imidazo[1,2-b]pyridazin FC(C=1C=CC=2N(N1)C(=CN2)C2=NC=NC(=C2)C=2CCOCC2)F